(R)-N-(2-(4-(3-(2,4-dioxotetrahydropyrimidin-1(2H)-yl)benzyl)piperazin-1-yl)-5-(3-hydroxypyrrolidin-1-yl)oxazolo[4,5-b]pyridin-6-yl)-2-(2-methylpyridin-4-yl)oxazole-4-carboxamide O=C1N(CCC(N1)=O)C=1C=C(CN2CCN(CC2)C=2OC=3C(=NC(=C(C3)NC(=O)C=3N=C(OC3)C3=CC(=NC=C3)C)N3C[C@@H](CC3)O)N2)C=CC1